[Si](C)(C)(C(C)(C)C)OCCCCN(C1=CC=C(C=C1)CCC)C1=C(C=CC(=C1)C=1C(=NOC1C)C)C 1-(4-((4-((t-butyldimethylsilyl)oxy)butyl)(5-(3,5-dimethylisoxazol-4-yl)-2-methylphenyl)amino)phenyl)propane